C1(=CC=CC=C1)C1CC2NC(C=3C=NC4=C(C[C@]5(C(NC=6N=CC(CCCOCCOCCN(C1)C2=O)=CC56)=O)C4)C3)=O (1S)-12-phenyl-17,20-dioxa-5,9,14,26,28-pentazahexacyclo[22.5.2.11,4.13,7.110,14.027,30]tetratriaconta-3,5,7(33),24(31),25,27(30)-hexaene-8,29,32-trione